methyl 1-(3-(dimethylcarbamoyl)bicyclo[1.1.1]pentan-1-yl)-4-hydroxy-6-oxo-1,6-dihydropyridine-3-carboxylate CN(C(=O)C12CC(C1)(C2)N2C=C(C(=CC2=O)O)C(=O)OC)C